FC1(CNCCC1N1CC(C1)N1N=CC(=C1C)C=1C=C(C=2N(C1)N=CC2C#N)OC)F 6-(1-[1-[3,3-Difluoropiperidin-4-yl]azetidin-3-yl]-5-methylpyrazol-4-yl)-4-methoxypyrazolo[1,5-a]pyridine-3-carbonitrile